tert-butyl 4-[4-[[2-(2,6-dioxo-3-piperidyl)-1,3-dioxo-isoindolin-4-yl]oxymethyl]triazol-1-yl]piperidine-1-carboxylate O=C1NC(CCC1N1C(C2=CC=CC(=C2C1=O)OCC=1N=NN(C1)C1CCN(CC1)C(=O)OC(C)(C)C)=O)=O